5-cyclohexyl-N-(1,6-dimethyl-9H-xanthen-9-yl)-2-oxo-6-(trifluoromethyl)-1,2-dihydropyridine-3-carboxamide C1(CCCCC1)C=1C=C(C(NC1C(F)(F)F)=O)C(=O)NC1C2=CC=C(C=C2OC=2C=CC=C(C12)C)C